C(C)SC1=C(N=C2N1C=CC(=C2)OCC(F)(F)F)C(=O)O 3-ethylsulfanyl-7-(2,2,2-trifluoroethoxy)imidazo[1,2-a]Pyridine-2-carboxylic acid